3-(methoxymethyl)cyclobutane-1-carboxylic acid methyl ester COC(=O)C1CC(C1)COC